ClC1=CC(C(N=N1)C(=O)OC)=CC(=O)OCC Methyl 6-chloro-4-(2-ethoxy-2-oxoethylidene)pyridazine-3-carboxylate